O([C@H]1[C@H](O)[C@@H](O)[C@H](O)[C@H](O1)CO)C1=C(C(=CC(=C1)C)C)CC1=CC=C(C=C1)CCCO 2-[4-(3-hydroxypropyl) benzyl]-3,5-dimethyl-phenyl β-D-glucopyranoside